N1-(4-(4-((dimethylamino)methyl)-3-phenyl-1H-pyrazol-1-yl)pyrimidin-2-yl)-6-methoxy-4-morpholino-benzene-1,3-diamine tin [Sn].CN(C)CC=1C(=NN(C1)C1=NC(=NC=C1)NC1=CC(=C(C=C1OC)N1CCOCC1)N)C1=CC=CC=C1